Cl.N[C@H](C(=O)N1[C@@H](C[C@H](C1)O)C(=O)NCC1=CC=C(C=C1)C1=C(N=CS1)C)C(C)C (2S,4R)-1-((S)-2-amino-3-methylbutanoyl)-4-hydroxy-N-(4-(4-methylthiazol-5-yl)benzyl)pyrrolidine-2-carboxamide, hydrochloride